C(=O)(OC(C)(C)C)N1[C@@H](CC(C1)(F)F)C(=O)O Boc-4,4-difluoro-L-proline